(S)-N-((S)-(5-chloro-6-(trifluoromethyl)pyridin-2-yl)(4,4-difluoro-cyclohexyl)-methyl)-2-oxooxazolidine-5-carboxamide ClC=1C=CC(=NC1C(F)(F)F)[C@@H](NC(=O)[C@@H]1CNC(O1)=O)C1CCC(CC1)(F)F